4-{7-[((R)-Cyclopropyl-chinolin-3-yl-methyl)-amino]-1-isopropyl-1H-pyrazolo[4,3-d]pyrimidin-5-yl}-piperazin C1(CC1)[C@H](C=1C=NC2=CC=CC=C2C1)NC=1C2=C(N=C(N1)N1CCNCC1)C=NN2C(C)C